FC(C=1N=C2SC(=NN2C1CN)COC)F [6-(difluoromethyl)-2-(methoxymethyl)imidazo[2,1-b][1,3,4]thiadiazol-5-yl]methylamine